(S)-4-(tert-butoxycarbonyl)-1-(3-nitro-5-(trifluoromethyl)pyridin-2-yl)piperazine C(C)(C)(C)OC(=O)N1CCN(CC1)C1=NC=C(C=C1[N+](=O)[O-])C(F)(F)F